2-((4-hydroxy-2-iodo-5-methoxybenzyl)amino)-2-oxoethyl oleate C(CCCCCCC\C=C/CCCCCCCC)(=O)OCC(=O)NCC1=C(C=C(C(=C1)OC)O)I